NC(C(=O)O)C(CC1=CC=CC=C1)(C)O α-amino-β-hydroxy-β-methyl-benzenebutanoic acid